C(CCCCCCCCCCC)OC1=CC(=C(C=C1)S(=O)(=O)C=1C=NC2=CC=C(C=C2C1N1CCC(CC1)N1CCC(CC1)N1CCN(CC1)C(C)C)S(=O)C)F 3-((4-(dodecyloxy)-2-fluorophenyl)sulfonyl)-4-(4-(4-isopropylpiperazin-1-yl)-[1,4'-bipiperidin]-1'-yl)-6-(methylsulfinyl)quinoline